C(C)(C)(C)OC(=O)N1N(C(C2=CC=C(C=C12)NC1=CC=C(C=C1)N1CC(OC(C1)C)C)=O)C 6-((4-(2,6-dimethylmorpholino)phenyl)amino)-2-methyl-3-oxo-2,3-dihydro-1H-indazole-1-carboxylic acid tert-butyl ester